C(=O)(O)CCN(CCC(=O)O)C(=O)OC(C)(C)C N-(2-Carboxyethyl)-N-[(1,1-dimethylethoxy)carbonyl]-β-alanine